(E)-3-(3-methoxy-4-(prop-2-yn-1-yloxy)phenyl)-1-(4-((4-nitrophenyl)sulfonyl)piperazin-1-yl)prop-2-en-1-one COC=1C=C(C=CC1OCC#C)/C=C/C(=O)N1CCN(CC1)S(=O)(=O)C1=CC=C(C=C1)[N+](=O)[O-]